COCC(N(OC)OC)(CC1=CC=CC=C1)OC Tetramethoxyamphetamine